ClC=1C(=NC(=NC1OC)N)OC (5-chloro-4,6-dimethoxy-pyrimidin-2-yl)amine